FC1=CC=C(C=C1)C1=[O+]C(=CC(=C1)C1=CC=C(C=C1)OC)C1=CC=C(C=C1)F 2,6-bis(4-fluorophenyl)-4-(4-methoxyphenyl)-pyrylium